C[C@@H]1CC[C@@]23CO[C@]4([C@@H]2[C@H]1C)C=C[C@@H]5[C@]6(CC[C@@H](C([C@@H]6CC[C@]5([C@@]4(C[C@H]3O)C)C)(C)C)O[C@H]7[C@@H]([C@H]([C@@H]([C@H](O7)CO)O)O)O[C@H]8[C@@H]([C@H]([C@@H]([C@H](O8)CO)O)O)O[C@H]9[C@@H]([C@H]([C@@H](CO9)O)O)O)C The molecule is a triterpenoid saponin that consists of urs-11-ene substituted by an epoxy group across positions 13 and 28, a hydroxy group at position 16 and a beta-D-xylopyranosyl-(1->2)-beta-D-glucopyranosyl-(1->2)-beta-D-glucopyranosyloxy group at position 3 (the 3beta,16alpha stereoisomer). Isolated from the fruits of Bupleurum rotundifolium, it exhibits antiproliferative activity against cancer cells. It has a role as an antineoplastic agent and a plant metabolite. It is a triterpenoid saponin, a hexacyclic triterpenoid, a trisaccharide derivative, a cyclic ether and a bridged compound. It derives from a hydride of an ursane.